CNC(C1=CN=CC(=C1)N1CCCC1)=O N-methyl-5-(pyrrolidin-1-yl)nicotinamide